2,3,8,9,14,15-hexachlorodi-quinoxalino[2,3-a:2',3'-c]phenazine ClC=1C(=CC2=NC3=C(C4=NC5=CC(=C(C=C5N=C4C4=C3N=C3C=C(C(=CC3=N4)Cl)Cl)Cl)Cl)N=C2C1)Cl